5-chloro-4-((1R,2S)-2-methylcyclopropyl)phenol ClC=1C(=CC=C(C1)O)[C@H]1[C@H](C1)C